C(=C)C=1C=CC2=C(CCNS2(=O)=O)C1 6-vinyl-3,4-dihydro-2H-benzo[e][1,2]thiazine 1,1-dioxide